1,2-dioleyl-carbamoyl-3-dimethylaminopropane C(CCCCCCC\C=C/CCCCCCCC)C(C(CN(C)C)CCCCCCCC\C=C/CCCCCCCC)C(N)=O